CC1=C(C(=O)OCC(CC(COS(=O)(=O)ON2[C@@H]3CC[C@H](N(C2=O)C3)C(N)=O)(C)C)(C)C)C(=CC=C1)C 5-(((((1R,2S,5R)-2-carbamoyl-7-oxo-1,6-diazabicyclo[3.2.1]oct-6-yl) oxy) sulfonyl) oxy)-2,2,4,4-tetramethylpentyl 2,6-dimethylbenzoate